2-[[4-(cyclopropoxy)phenyl]-methylamino]-5-propyl-4H-[1,2,4]triazolo[1,5-a]pyrimidin-7-one C1(CC1)OC1=CC=C(C=C1)N(C1=NN2C(NC(=CC2=O)CCC)=N1)C